N[C@@H]1COCC[C@H]1N(C([C@@H](CC(=O)OC(C1=C(C=CC=C1)Cl)(C1=CC=CC=C1)C1=CC=CC=C1)CC1=CC=CC=C1)=O)C |o1:1,6| (2-Chlorotrityl) (R)-4-(((3S*,4R*)-3-aminotetrahydro-2H-pyran-4-yl)(methyl)amino)-3-benzyl-4-oxobutanoate